(3S,4S)-8-(3-(2,3-dichlorophenyl)-4-methoxy-1-((2-(trimethylsilyl)ethoxy)methyl)-1H-pyrazolo[3,4-b]pyridin-6-yl)-3-methyl-2-oxa-8-azaspiro[4.5]decan-4-amine ClC1=C(C=CC=C1Cl)C1=NN(C2=NC(=CC(=C21)OC)N2CCC1([C@@H]([C@@H](OC1)C)N)CC2)COCC[Si](C)(C)C